NC=1C=C2C=CC(=CC2=CC1)C(=O)O 6-aminonaphthalene-2-carboxylic acid